m-hydroxyphenylethylamine hydrochloride Cl.OC=1C=C(C=CC1)CCN